N-[(1R)-1-(2-oxo-1H-quinolin-8-yl)ethyl]-5-[4-(trifluoromethyl)phenyl]naphthalene-2-carboxamide O=C1NC2=C(C=CC=C2C=C1)[C@@H](C)NC(=O)C1=CC2=CC=CC(=C2C=C1)C1=CC=C(C=C1)C(F)(F)F